C1(CCCCC1)P(C1(C(C=CC=C1)(P(C(C)(C)C)C(C)(C)C)P(C1CCCCC1)C1CCCCC1)P(C(C)(C)C)C(C)(C)C)C1CCCCC1 1,2-bis(dicyclohexyl-phosphino)-1,2-bis(di-t-butylphosphino)benzene